O=[PH2+] oxoPhosphonium